OC=1C(=C(C(=O)O)C=C(C1)O)OC 3,5-dihydroxyl-2-methoxybenzoic acid